ClC=1C=2N(C=C(C1C)C=1NC3=CC=C(C=C3C1C(C)C)C1CCN(CC1)CC(C)(O)C)C=NN2 1-(4-(2-(8-chloro-7-methyl-[1,2,4]triazolo[4,3-a]pyridin-6-yl)-3-isopropyl-1H-indol-5-yl)piperidin-1-yl)-2-methylpropan-2-ol